methyltrichlorosilane chloride [Cl-].C[Si](Cl)(Cl)Cl